(E)-ethyl 2-(4-(4-hydroxy-3-isopropylbenzyl)-3-methyl-5-(prop-1-enyl)phenoxy)acetate OC1=C(C=C(CC2=C(C=C(OCC(=O)OCC)C=C2\C=C\C)C)C=C1)C(C)C